(R)-N-(2-methyl-[1,2,4]triazolo[1,5-a]pyridin-6-yl)-4-(3-methylpiperazin-1-yl)-2,3-dihydro-1H-pyrrolo[2,3-b]pyridine-1-carboxamide formate C(=O)O.CC1=NN2C(C=CC(=C2)NC(=O)N2CCC=3C2=NC=CC3N3C[C@H](NCC3)C)=N1